N(=[N+]=[N-])C1(C(N(C2=CC=CC=C12)C=1C=C(C=NC1)CC1=NNC(C2=CC(=CC=C12)F)=O)=O)C 4-((5-(3-azido-3-methyl-2-oxoindolin-1-yl)pyridin-3-yl)methyl)-7-fluorophthalazin-1(2H)-one